4-chloro-10-(2,2-dimethylpiperazin-1-yl)-7,7-dimethylindolo[1,2-a]quinazolin-5(7H)-one ClC=1C=2C(N=C3N(C2C=CC1)C1=CC(=CC=C1C3(C)C)N3C(CNCC3)(C)C)=O